myristoyldiethylenetriamine C(CCCCCCCCCCCCC)(=O)NCCNCCN